N[C@@H](CCSC)C(=O)N[C@@H](CC1=CC=C(C=C1)O)C(=O)O Methionyl-Tyrosine